C(C)(C)(C)OC(=O)N1CCC(CC1)N1C(C2=CC(=C(C=C2C1)N)N1CCC(CC1)N1CCC1)=O.C(C1=CC[C@@H](CC1)C(=C)C)([2H])([2H])[2H] (R)-1-(methyl-d3)-4-(prop-1-en-2-yl)cyclohex-1-ene tert-butyl-4-(5-amino-6-(4-(azetidin-1-yl)piperidin-1-yl)-1-oxoisoindolin-2-yl)piperidine-1-carboxylate